trans-4-(dimethylamino)-N-(6-(1-methyl-1H-imidazol-5-yl)isoquinolin-3-yl)cyclohexane-1-carboxamide CN([C@@H]1CC[C@H](CC1)C(=O)NC=1N=CC2=CC=C(C=C2C1)C1=CN=CN1C)C